C(C1=CC=CC=C1)N1CC(CCC1)C1=CC=C(C=C1)C1=CC=C(C=C1)F 1-benzyl-3-(4'-fluoro-[1,1'-biphenyl]-4-yl)piperidine